C(C)OC(C)=O.CC(C)(C)C1CCCCC1 alpha-methyl-4-(1-methylethyl)cyclohexane ethyl-acetate